N-(Cyclopropylmethyl)-2-(4-(trifluoromethyl)phenyl)oxazole-4-carboxamide C1(CC1)CNC(=O)C=1N=C(OC1)C1=CC=C(C=C1)C(F)(F)F